(S)-2-((((9H-fluoren-9-yl)methoxy)carbonyl)amino)-3-(5-chloro-2-(cyclopropylmethoxy)phenyl)propanoic acid C1=CC=CC=2C3=CC=CC=C3C(C12)COC(=O)N[C@H](C(=O)O)CC1=C(C=CC(=C1)Cl)OCC1CC1